C1(=C(C=CC=C1)CC1C2C=CC(C1)C2)C2=CC=CC=C2 5-([1,1'-biphenyl]-2-ylmethyl)bicyclo[2.2.1]hept-2-ene